(2S)-2-({[(9H-fluoren-9-yl)methoxy]carbonyl}(methyl)amino)-3-phenoxypropanoic acid C1=CC=CC=2C3=CC=CC=C3C(C12)COC(=O)N([C@H](C(=O)O)COC1=CC=CC=C1)C